1,4-dihydro-1,6-naphthyridine-3-carboxylic acid benzyl ester C(C1=CC=CC=C1)OC(=O)C1=CNC2=CC=NC=C2C1